C(C)OC1=C(C=C(C=C1)C1=CC=C(O1)C=C1C(C2=C(S1)C=CC=C2)=O)[N+](=O)[O-] 2-[[5-(4-Ethoxy-3-nitrophenyl)-2-furanyl]methylene]benzo[b]thiophen-3(2H)-one